C(#C)[Mg]Br ethynyl-magnesium bromide